5-cyano-2,3-diiodo-1,4-naphthoquinone C(#N)C1=C2C(C(=C(C(C2=CC=C1)=O)I)I)=O